2-propen-1,3-sultone C1C=COS1(=O)=O